C1(=CC=CC=C1)C1=C2C(=NC=3C(CCCC13)=O)CCCCC2 11-phenyl-1,2,3,6,7,8,9,10-octahydro-4H-cyclohepta[b]quinolin-4-one